Cl.CN(C)CC1=CC(=CC(=N1)NC=1C=CC(=C2CNC(C12)=O)C1=CN=C2N1C=CC(=C2)F)C2OCCC2 7-((6-((dimethylamino)methyl)-4-(tetrahydrofuran-2-yl)pyridin-2-yl)amino)-4-(7-fluoroimidazo[1,2-a]pyridin-3-yl)isoindolin-1-one HCl salt